O=C1N(C(CCC1)=O)C1N(CC2=CC=CC=C12)C#N (2,6-dioxopiperidin-1-yl)isoindoline-2-carbonitrile